C(C)(C)(C)OC(=O)N1C(CC1)C 2-methyl-azetidine-1-carboxylic acid tert-butyl ester